tert-Butyl 4-(3-((3-amino-5-bromopyridin-2-yl)oxy)propyl)piperazine-1-carboxylate NC=1C(=NC=C(C1)Br)OCCCN1CCN(CC1)C(=O)OC(C)(C)C